FC1=C(C=CC(=C1)F)[C@H]1CC[C@H](CC1)CCNC1CCOCC1 4-((2-((cis)-4-(2,4-Difluorophenyl)cyclohexyl)-ethyl)amino)tetrahydro-2H-pyran